C1=CC=C2C(=C1)C(=O)NC(=N2)N The molecule is a member of the class of quinazolines that is 1,2,3,4-tetrahydroquinazoline in which the hydrogens at positions 2 and 4 have been replaced by imino and oxo groups, respectively.